The molecule is the conjugate base of alpha-mycolic acid type-3 (V'). A class of mycolic acids characterized by the presence of a proximal cis-cyclopropyl group followed by a cis C=C double bond and another distal cis-cyclopropyl group in the meromycolic chain. CCC1CC1C/C=C\\CC2CC2C[C@H]([C@@H](CC)C(=O)[O-])O